8-((3s,5r)-3,5-dimethylpiperazin-1-yl)-11-(4-fluorophenyl)-3-(thiophen-3-yl)-10-(trifluoromethyl)-3,4-dihydro-[1,4]thiazepino[2,3,4-ij]quinazolin-6(2H)-one C[C@H]1CN(C[C@H](N1)C)C1=NC(N2C3=C(C(=C(C=C13)C(F)(F)F)C1=CC=C(C=C1)F)SCC(C2)C2=CSC=C2)=O